tert-butyl ((R)-chroman-2-ylmethyl)((R)-1-(naphthalen-1-yl)ethyl)carbamate O1[C@H](CCC2=CC=CC=C12)CN(C(OC(C)(C)C)=O)[C@H](C)C1=CC=CC2=CC=CC=C12